C(C1=CC=CC=C1)OC(=O)N1CC(C1)COC1(N(C(C2=CC(=CC=C12)C(C)(C)O)=O)CC1=NC=C(C=C1)Cl)C1=CC=C(C=C1)Cl 3-(((1-(4-chlorophenyl)-2-((5-chloropyridin-2-yl)methyl)-5-(2-hydroxypropan-2-yl)-3-oxoisoindolin-1-yl)oxy)methyl)azetidine-1-carboxylic acid benzyl ester